heptyl R-(-)-3-hydroxybutyrate O[C@@H](CC(=O)OCCCCCCC)C